CNC1CCC(CC1)CO ((1r,4r)-4-(methylamino)cyclohexyl)methanol